(S)-10-((dimethylamino)methyl)-4-ethyl-8-fluoro-4-hydroxy-11-methyl-1,12-dihydro-14H-pyrano[3',4':6,7]indolizino[2,1-b]quinoline-3,6,14(4H,11H)-trione CN(C)CC=1C=C(C=C2C(C3=C(N(C12)C)CN1C(C2=C(C=C13)[C@@](C(OC2)=O)(O)CC)=O)=O)F